ClC1=C(C=CC=C1)C=1N(C2=NC(=NC(=C2N1)N1CCC(CC1)(C(=O)N)C)C#N)C1=CC=C(C=C1)Cl [8-(2-chlorophenyl)-9-(4-chlorophenyl)-2-cyano-purin-6-yl]-4-methyl-piperidine-4-carboxamide